3-({[(1R)-6-(pyrrolidin-1-yl)-1,2,3,4-tetrahydronaphthalen-1-yl]methyl}amino)pyridine-4-carboxylic acid methyl ester COC(=O)C1=C(C=NC=C1)NC[C@@H]1CCCC2=CC(=CC=C12)N1CCCC1